Methyl 1-((2-chloropyrimidin-5-yl)oxy)cyclopropane-1-carboxylate ClC1=NC=C(C=N1)OC1(CC1)C(=O)OC